N-[5-[6-[(4-fluoro-3-methoxy-phenyl)-methyl-carbamoyl]imidazo[1,2-a]pyridin-3-yl]-2-pyridinyl]carbamic acid methyl ester COC(NC1=NC=C(C=C1)C1=CN=C2N1C=C(C=C2)C(N(C)C2=CC(=C(C=C2)F)OC)=O)=O